(11S,12S)-11,12-dimethyl-7,14-dioxa-10,19,20-triazatetracyclo[13.5.2.12,6.018,21]tricosa-1(20),2(23),3,5,15(22),16,18(21)-heptaen-9-one C[C@@H]1NC(COC2=CC=CC(C3=NNC=4C=CC(OC[C@H]1C)=CC34)=C2)=O